S1C(NC=C1)=NC(=O)C1=CNC2=NC=CC=C21 thiazol-2(3H)-ylidene-1H-pyrrolo[2,3-b]pyridine-3-carboxamide